ClC=1N=C(C2=C(N1)C(=C(N=C2)Cl)F)N2CCOCCC2 4-(2,7-dichloro-8-fluoropyrido[4,3-d]pyrimidin-4-yl)-1,4-oxazepane